(2S,5S)-benzyl 5-(4-bromo-2-iodobenzyl)-2-tert-butyl-3-methyl-4-oxoimidazolidine-1-carboxylate BrC1=CC(=C(C[C@H]2C(N([C@@H](N2C(=O)OCC2=CC=CC=C2)C(C)(C)C)C)=O)C=C1)I